ClC1=C2C=NN(C2=CC=C1)C([2H])([2H])[2H] 4-chloro-1-(methyl-d3)-1H-indazole